azapentene N=CCCC